CC1=C(C(=O)O)C=CC(=C1)C=O.C(=O)C1=CC=C(C(=O)OC)C=C1 Methyl 4-formylbenzoate (methyl 4-formylbenzoate)